NC1=NC=CC=C1C1=NC=2C(=NC(=CC2)C2=CC=CC=C2)N1C1=CC=C(C=C1)C(C)N1CC(CCC1)C(=O)O 1-(1-(4-(2-(2-aminopyridin-3-yl)-5-phenyl-3H-imidazo[4,5-b]pyridin-3-yl)phenyl)ethyl)piperidine-3-carboxylic acid